C(#N)C(=C(C=CC1=CC=C(C=C1)C1=CC=C(C=C1)C(=O)O)C=1C(OC2=CC(=CC=C2C1)N(CC)CC)=O)C#N 4'-(4,4-dicyano-3-(7-diethylamino-coumarin-3-yl)-1,3-butadienyl)-[1,1'-biphenyl]-4-formic acid